N'-benzyl-N'-(3,3,3-trifluoropropyl)oxamide 2,2,2-trifluoroethyl-2-[benzyl(3,3,3-trifluoropropyl)amino]-2-oxo-acetate FC(COC(C(=O)N(CCC(F)(F)F)CC1=CC=CC=C1)=O)(F)F.C(C1=CC=CC=C1)N(C(C(N)=O)=O)CCC(F)(F)F